C(C)C(C(C=O)=O)(C(C(C(C(C(C(C)CC)=O)=O)(C)CC)=O)=O)C 3,6,9-triethyl-3,6,9-trimethyl-1,2,4,5,7,8-hexaoxononane